FC1=CC=C(C=C1)C1=NC(=CC=C1)[Sn](C)(C)C 2-(4-fluorophenyl)-6-(trimethylstannyl)pyridine